(R)-2-((5-(2-(6-amino-2-methylhex-3-yl)-2,6-diazaspiro[3.4]oct-6-yl)-3-methoxy-1,2,4-triazin-6-yl)oxy)-N-ethyl-5-fluoro-N-isopropylbenzamide formate C(=O)O.NCCC[C@H](C(C)C)N1CC2(C1)CN(CC2)C=2N=C(N=NC2OC2=C(C(=O)N(C(C)C)CC)C=C(C=C2)F)OC